4-(2,3,4,9-tetrahydro-1H-indolo[3,2-a]phenanthridin-5-yl)phenol C1CCCC=2C(=NC=3C=CC4=C(C3C12)C=1C=CC=CC1N4)C4=CC=C(C=C4)O